(R)-6-bromo-N-(1-(3-(difluoromethyl)-2-fluorophenyl)ethyl)-7-methoxy-2-methylquinazolin-4-amine BrC=1C=C2C(=NC(=NC2=CC1OC)C)N[C@H](C)C1=C(C(=CC=C1)C(F)F)F